N-(4-(3-amino-6-(1-isobutyrylpiperidin-4-yl)-1H-pyrazolo[3,4-b]pyridin-4-yl)phenyl)-1-isopropyl-2,4-dioxo-3-(pyridin-2-yl)-1,2,3,4-tetrahydropyrimidine-5-carboxamide NC1=NNC2=NC(=CC(=C21)C2=CC=C(C=C2)NC(=O)C=2C(N(C(N(C2)C(C)C)=O)C2=NC=CC=C2)=O)C2CCN(CC2)C(C(C)C)=O